7-[1-(3-chlorophenyl)-3-ethoxycarbonyl-7-oxo-4,5-dihydropyrazolo[3,4-c]pyridin-6-yl]-6-methyl-3,4-dihydro-1H-isoquinoline-2-carboxylic acid tert-butyl ester C(C)(C)(C)OC(=O)N1CC2=CC(=C(C=C2CC1)C)N1C(C2=C(CC1)C(=NN2C2=CC(=CC=C2)Cl)C(=O)OCC)=O